methyl 2,6-dichloroquinoline-3-carboxylate ClC1=NC2=CC=C(C=C2C=C1C(=O)OC)Cl